C1(CCC1)C=1OC(=NN1)N1[C@H](C2=C(CC1)NC=N2)C2=NN1C(C(=CC=C1)C)=C2 (R)-2-cyclobutyl-5-(4-(4-methylpyrazolo[1,5-a]pyridin-2-yl)-6,7-dihydro-1H-imidazo[4,5-c]pyridin-5(4H)-yl)-1,3,4-oxadiazole